FC=1C(=NC(=NC1)NC1=NC=C(C=C1)CN1CCO[C@@]2(CCN(C2)C)C1)C=1C=C(C2=C(N(C(=N2)C)C(C)C)C1)F (R)-5-fluoro-4-(4-fluoro-1-isopropyl-2-methyl-1H-benzo[d]imidazol-6-yl)-N-(5-((2-methyl-6-oxa-2,9-diazaspiro[4.5]decan-9-yl)methyl)pyridin-2-yl)pyrimidin-2-amine